3-((4-((2-Isopropyl-4-phenylthiazol-5-yl)oxy)pyridin-2-yl)amino)benzamide C(C)(C)C=1SC(=C(N1)C1=CC=CC=C1)OC1=CC(=NC=C1)NC=1C=C(C(=O)N)C=CC1